cis-trans-3-chloro-4-[4-methyl-2-(1H-1,2,4-triazol-1-ylmethyl)-1,3-dioxolan-2-yl]phenyl 4-chlorophenyl ether ClC1=CC=C(C=C1)OC1=CC(=C(C=C1)[C@]1(OC[C@@H](O1)C)CN1N=CN=C1)Cl